N1CCC(CC1)N(C(=O)C=1N=C(OC1)C=1C=NN(C1)C1=C(C=CC=C1)OC(F)(F)F)C(C)C N-(piperidin-4-yl)-N-(propan-2-yl)-2-{1-[2-(trifluoromethoxy)phenyl]-1H-pyrazol-4-yl}-1,3-oxazole-4-carboxamide